tert-butyl 4-(7-carbamoyl-2-methylindazol-4-yl)piperazine-1-carboxylate C(N)(=O)C1=CC=C(C2=CN(N=C12)C)N1CCN(CC1)C(=O)OC(C)(C)C